3-[3-(3,5-Dimethyl-1H-pyrazol-4-yl)-propoxy]-4-fluorobenzoic acid methyl ester COC(C1=CC(=C(C=C1)F)OCCCC=1C(=NNC1C)C)=O